1,6-Dibromohexan BrCCCCCCBr